TYROSINYL-L-HOMOARGININAMIDE N[C@@H](CC1=CC=C(C=C1)O)C(=O)N[C@@H](CCCCNC(N)=N)C(=O)N